N,N-diethylaminoacetic acid methyl ester COC(CN(CC)CC)=O